O[C@H]1C[C@H](N(C1)C(=O)OC(C)(C)C)C(=O)OC O1-tert-butyl O2-methyl (2S,4S)-4-hydroxypyrrolidine-1,2-dicarboxylate